(R)-2-(4-chlorophenyl)-1-(4-((5R,7R)-7-hydroxy-5-methyl-6,7-dihydro-5H-cyclopenta[d]pyrimidin-4-yl)piperazin-1-yl)-3-(1,4-oxazepan-4-yl)propan-1-one ClC1=CC=C(C=C1)[C@@H](C(=O)N1CCN(CC1)C=1C2=C(N=CN1)[C@@H](C[C@H]2C)O)CN2CCOCCC2